P(=O)(OC[C@@H](COC(CCCCCCCCCCCCC)=O)OC(CCCCCCCCCCCCC)=O)(OCC1OC(OC1)CCCCCCCCCCCCCCC)[O-] (R)-2,3-bis(tetradecanoyloxy)propyl ((2-pentadecyl-1,3-dioxolan-4-yl)methyl) phosphate